methyl 4-amino-7-bromo-1-(4-chlorophenyl)-2-oxo-1,2-dihydro-1,8-naphthyridine-3-carboxylate NC1=C(C(N(C2=NC(=CC=C12)Br)C1=CC=C(C=C1)Cl)=O)C(=O)OC